3-(cyanomethoxy)-13-(hex-5-yn-1-yl)-2,9,10-trimethoxy-5,6-dihydroisoquinolino[3,2-a]isoquinolin-7-ium C(#N)COC1=CC=2CC[N+]3=C(C2C=C1OC)C(=C1C=CC(=C(C1=C3)OC)OC)CCCCC#C